4-(2-fluoro-6-methoxyphenyl)-N-(5-((5-((1S)-1-hydroxyethyl)pyridin-2-yl)methoxy)-1,3,4-thiadiazol-2-yl)-6-methylpyridine-3-carboxamide FC1=C(C(=CC=C1)OC)C1=C(C=NC(=C1)C)C(=O)NC=1SC(=NN1)OCC1=NC=C(C=C1)[C@H](C)O